C(C)(C)(C)OC(=O)NC(=N)N(C1=CC=C(C=C1)C(F)(F)F)C(=O)OC(C)(C)C N,N'-di-t-butoxycarbonyl-N'-(4-trifluoromethylphenyl)guanidine